BrC1=NN(C=N1)CC1=CC=C(C=C1)OC 3-bromo-1-[(4-methoxyphenyl)methyl]-1,2,4-triazole